(6-bromo-3-chloropyrazolo[1,5-a]pyrimidin-2-yl)[(3S,4S)-4-(3,4-dihydroisoquinolin-2(1H)-yl)-3-hydroxypiperidin-1-yl]methanone BrC=1C=NC=2N(C1)N=C(C2Cl)C(=O)N2C[C@@H]([C@H](CC2)N2CC1=CC=CC=C1CC2)O